C(C1=CC=CC=C1)OC(=O)N1CCC2(CC1)CNC1=CC=CC=C12 spiro[indoline-3,4'-piperidine]-1'-carboxylic acid benzyl ester